N-(2,4,5-trifluoro-3-(3-morpholinoquinoxaline-6-carbonyl)phenyl)pivalamide FC1=C(C=C(C(=C1C(=O)C=1C=C2N=C(C=NC2=CC1)N1CCOCC1)F)F)NC(C(C)(C)C)=O